OC[C@H](C1=CC=CC=C1)NC1=CC(=NC=C1C1=NC(=NO1)C12CCN(CC1)CC2)NC=2C=C1C(N(C(C1=CC2)=O)CCC)(C)C (S)-5-((4-((2-hydroxy-1-phenylethyl)amino)-5-(3-(quinuclidin-4-yl)-1,2,4-oxadiazol-5-yl)pyridin-2-yl)amino)-3,3-dimethyl-2-propylisoindolin-1-one